C12C(CC(CC1)CC1CC3C(CC1)O3)O2 4-epoxycyclohexylmethyl-(3,4-epoxycyclohexane)